Cl.Cl.N1CC(C1)CC#N azetidin-3-yl-acetonitrile dihydrochloride